Cl.CS(=O)(=O)NCC=1C=C(C(=O)O)C=CC1OCCN1CCOCC1 3-(methylsulfonylaminomethyl)-4-(2-morpholinoethoxy)benzoic acid hydrochloride